C(C)(C)[C@H]1OC1 (R)-2-isopropyloxirane